barium-yttrium-copper oxide [Cu]=O.[Y].[Ba]